ClC=1C=C2C(=CC1)NC(C21N(C[C@@H]([C@@H]1C(C1=CC(=C(C=C1)O)O)=O)C1=C(C=CC(=C1)OC)OC)C)=O (3'S,4'S)-5-chloro-3'-(3,4-dihydroxybenzoyl)-4'-(2,5-dimethoxyphenyl)-1'-methylspiro[indoline-3,2'-pyrrolidin]-2-one